1-(1,3-dimethyl-1H-pyrazol-5-yl)ethyl 4-(6-(1-methyl-1H-pyrazol-4-yl)pyrazolo[1,5-a]pyridin-3-yl)piperazine-1-carboxylate CN1N=CC(=C1)C=1C=CC=2N(C1)N=CC2N2CCN(CC2)C(=O)OC(C)C2=CC(=NN2C)C